O[C](F)O bishydroxyfluorocarbon